N-(2-hydroxyethyl)-1-(2-(4-methoxyphenyl)-2-oxoethyl)-6-((2-methoxypyridin-4-yl)amino)-1H-indole-2-carboxamide OCCNC(=O)C=1N(C2=CC(=CC=C2C1)NC1=CC(=NC=C1)OC)CC(=O)C1=CC=C(C=C1)OC